(2-(4-(methoxycarbonyl)phenyl))-4-(2-methylthiazol-4-yl)piperidine COC(=O)C1=CC=C(C=C1)C1NCCC(C1)C=1N=C(SC1)C